C1(CCC2=CC=CC=C12)NC(=O)C=1C=C(SC1)C(=O)NC1=CC(=CC=C1)NS(=O)(=O)C N4-(2,3-dihydro-1H-inden-1-yl)-N2-(3-(methylsulfonamido)phenyl)thiophene-2,4-dicarboxamide